4-[(E)-3-(2-Methoxy-4-methylphenyl)-3-oxoprop-1-enyl]benzoic acid COC1=C(C=CC(=C1)C)C(/C=C/C1=CC=C(C(=O)O)C=C1)=O